BrC=1C=C2[C@@H](CCOC2=CC1)N[S@@](=O)C(C)(C)C (S)-N-((R)-6-bromochroman-4-yl)-2-methylpropane-2-sulfinamide